bis-1-naphthylamin C1(=CC=CC2=CC=CC=C12)NC1=CC=CC2=CC=CC=C12